FC(C1=CC=C(C=C1)SC1CCN(CC1)C(=O)OC(C)(C)C)(F)F tert-butyl 4-((4-(trifluoromethyl)phenyl)thio)piperidine-1-carboxylate